CCCCCCCCCCCCCCCCCC(OCC(OC(CCCCCCCCCCCCCCCCC)=O)COC(CCCCCCCCCCCCCCCCC)=O)=O Tristearin